N1N=CC=2C1=NC1=CC(=CC=C1C2)CC[C@@H]2[C@H]([C@H]([C@@H](C2)N2C=CC1=C2N=CN=C1N)O)O (1S,2R,3S,5R)-3-(2-(1H-pyrazolo[3,4-b]quinolin-7-yl)ethyl)-5-(4-amino-7H-pyrrolo-[2,3-d]pyrimidin-7-yl)cyclopentane-1,2-diol